[3-(8-methyl-2-methylsulfanyl-7-oxo-pyrido[2,3-d]pyrimidin-6-yl)oxy-2-nitro-phenyl]acetate CN1C(C(=CC2=C1N=C(N=C2)SC)OC=2C(=C(C=CC2)CC(=O)[O-])[N+](=O)[O-])=O